B(C1=CC2=C(C=C1)C=CC3=CC=CC=C32)(O)O PHENANTHREN-3-YL-3-BORONIC ACID